The molecule is a tetrahydrofolate and a dicarboxylic acid dianion. It has a role as a Saccharomyces cerevisiae metabolite. It is a conjugate base of a 5,10-methylenetetrahydrofolic acid. C1C2CN(CN2C3=C(N1)N=C(NC3=O)N)C4=CC=C(C=C4)C(=O)N[C@@H](CCC(=O)[O-])C(=O)[O-]